BrC1=C(C=CC=C1)C1NC2=CC=CC=C2C(N1)=O 2-(2-bromophenyl)-2,3-dihydro-quinazolin-4(1H)-one